PYRIMIDINYLOXYBENZENE N1=C(N=CC=C1)OC1=CC=CC=C1